COC1=CC=C(C=N1)C1(C(C=CC=C1C)N)N 1-(6-methoxypyridin-3-yl)-6-methylbenzene-1,2-diamine